N1C=NC(=C1)CCNC1=C2N=CN(C2=NC(=N1)C=1C=NC=CC1)C(C)C N-[2-(1H-imidazol-4-yl)ethyl]-9-(propan-2-yl)-2-(pyridin-3-yl)-9H-purin-6-amine